Br\C=C/C=1C(NC(N([C@H]2[C@H](O)[C@H](O)[C@@H](CO)O2)C1)=O)=O (Z)-5-(2-bromo-vinyl)uridine